8-fluoro-4,5-dihydrobenzo[f][1,4]oxazepin-3(2H)-one FC1=CC2=C(CNC(CO2)=O)C=C1